CS(=O)C1=CC=C(C=N1)C1=CN=CC(=N1)C(=O)OC methyl 6-(6-(methylsulfinyl)pyridin-3-yl)pyrazine-2-carboxylate